(1r,4r)-4-(3-Chloroanilino)-2'-{3-[(7-hydroxy-6,7-dihydro-5H-cyclopenta[b]pyridin-4-yl)oxy]propyl}-2',3'-dihydrospiro[cyclohexane-1,1'-indene]-4-carboxylic acid methyl ester COC(=O)C1(CCC2(C(CC3=CC=CC=C23)CCCOC2=C3C(=NC=C2)C(CC3)O)CC1)NC1=CC(=CC=C1)Cl